C(#N)C(C)(C)N(C(C1=C(C(=CC=C1)C)N)=O)C N-(1-cyanoisopropyl)-N-methyl-3-methyl-2-aminobenzamide